O=C[C@@H](O)[C@@H](O)[C@H](O)CO (+)-lyxose